epoxycholin O1C(C[N+](C)(C)C)O1